N-(4-(benzo[d][1,3]selenazole-2-yl)phenyl)acridine-9-amine [Se]1C(=NC2=C1C=CC=C2)C2=CC=C(C=C2)NC=2C1=CC=CC=C1N=C1C=CC=CC21